C12C(=CC(CC1)C2)B2OC(C(O2)(C)C)(C)C 2-(bicyclo[2.2.1]hept-2-en-2-yl)-4,4,5,5-Tetramethyl-1,3,2-dioxaborolane